C(C1=CC=CC=C1)NC(=O)[C@H]1N(C[C@@H](C1)O)C(C1=CC(=CC=C1)OCC)=O (2S,4R)-N-benzyl-1-(3-ethoxybenzoyl)-4-hydroxypyrrolidine-2-carboxamide